C(C)(C)(C)C1=CC=C(C=C1)C(CC=O)=O 3-(4-tert-butylphenyl)propane-1,3-dione